C(#N)C1=CC=C(C=C1)C=1OC(=C(N1)C(=O)NCCN(C)C)C1=C(C=CC=C1)[N+](=O)[O-] (4-cyanophenyl)-N-(2-(dimethylamino)ethyl)-5-(2-nitrophenyl)oxazole-4-carboxamide